ClC1=CC=C(C=N1)C1=C(N(C=2C=C3C=NN(C3=CC21)C(C(C)(C)C)=O)C2=CC=C(C=C2)F)C2CCOCC2 1-[7-(6-chloro-3-pyridinyl)-5-(4-fluorophenyl)-6-tetrahydropyran-4-yl-pyrrolo[2,3-f]indazol-1-yl]-2,2-dimethyl-propan-1-one